2-FLUOROFORMYL-1,3-DIOXOLANE FC(=O)C1OCCO1